benzyl 4,4-difluoro-2-methylenebutyrate FC(CC(C(=O)OCC1=CC=CC=C1)=C)F